C(C1=CC=CC=C1)N1CCC(CC1)CCNC(=O)N1CCN(CC1)C1=CC=C(C=C1)F N-[2-(1-benzylpiperidin-4-yl)ethyl]-4-(4-fluorophenyl)piperazine-1-carboxamide